OC12C(C=3C=C(SC3N=C2N(CC1)C1=CC=C(C=C1)CNS(=O)(=O)C)C)=O N-[(4-{9-hydroxy-5-methyl-8-oxo-4-thia-2,12-diazatricyclo[7.3.0.03,7]dodeca-1,3(7),5-trien-12-yl}phenyl)methyl]methane-sulfonamide